C(C)(C)(C)OC(=O)N[C@H]1CSC2=C(N(C1=O)CC1=CC=C(C=C1)Cl)C=C(C(=C2)F)C(=O)OC methyl (3R)-3-(tert-butoxycarbonylamino)-5-[(4-chlorophenyl)methyl]-8-fluoro-4-oxo-2,3-dihydro-1,5-benzothiazepine-7-carboxylate